BrC=1C(=CC2=C(OCCN2C2COCC2)C1)C(=O)[O-] 7-Bromo-4-(tetrahydrofuran-3-yl)-3,4-dihydro-2H-benzo[b][1,4]oxazine-6-carboxylate